(S)-tert-butyl 2-cyano-4-(2-(1-(2,2,2-trifluoroethyl)-3-(trifluoromethyl)-1H-pyrazol-4-yl)phenyl)-4,5-dihydrothieno[2,3-c]pyridine-6(7H)-carboxylate C(#N)C1=CC2=C(CN(C[C@H]2C2=C(C=CC=C2)C=2C(=NN(C2)CC(F)(F)F)C(F)(F)F)C(=O)OC(C)(C)C)S1